N'-acetyl-4-amino-N-[(4,6-difluoro-1-methyl-indol-5-yl)methyl]-N',1-dimethyl-pyrazolo[4,3-c]quinoline-8-carbohydrazide C(C)(=O)N(N(C(=O)C1=CC=2C3=C(C(=NC2C=C1)N)C=NN3C)CC=3C(=C1C=CN(C1=CC3F)C)F)C